isopropyl-N-methylpyrrolidin-3-amine C(C)(C)N1CC(CC1)NC